C[C@](N)(CCC(N)=O)C(=O)O alpha-methyl-glutamine